tert-butyl 3'-chloro-8'-methoxyspiro[azetidine-3,6'-benzo[c]chromene]-1-carboxylate ClC1=CC=C2C3=C(C4(OC2=C1)CN(C4)C(=O)OC(C)(C)C)C=C(C=C3)OC